2,2,3,3,4,4,5,5,6,6,7,7,7-tridecafluoro-N-(4-hydroxyhexyl)heptanamide FC(C(=O)NCCCC(CC)O)(C(C(C(C(C(F)(F)F)(F)F)(F)F)(F)F)(F)F)F